ethyl 3-benzyl-5-(trifluoromethyl)-3-azabicyclo[3.1.0]hexane-1-carboxylate C(C1=CC=CC=C1)N1CC2(CC2(C1)C(F)(F)F)C(=O)OCC